C(=O)(O)[C@H](CC(=O)C1=CC2=C(S1)C=C(C(=C2F)OCCCC2=CC1=C(SC(=C1)C(C[C@H](C(=O)O)C)=O)C=C2OC)OC)C (R)-4-(5-(3-((2-((S)-3-carboxybutanoyl)-4-fluoro-6-methoxybenzo[b]thiophen-5-yl)oxy)propyl)-6-methoxybenzo[b]thiophen-2-yl)-2-methyl-4-oxobutanoic acid